tert-butyl (2-(2-(4-aminobenzamido)ethoxy)ethyl)carbamate NC1=CC=C(C(=O)NCCOCCNC(OC(C)(C)C)=O)C=C1